CN(C[C@H](C1=CC=CC=C1)NC(=O)N1C(C=2N(N=C(C2C1)NC(C1=CC=C(C=C1)NC(CC)=O)=O)C)(C)C)C (S)-N-(2-(dimethylamino)-1-phenylethyl)-1,6,6-trimethyl-3-(4-propionamidobenzamido)-4,6-dihydropyrrolo[3,4-c]pyrazole-5(1H)-carboxamide